C1CCC2C1=CC1=CC=CCC1C2 hexahydro-1H-cyclopenta[b]naphthalen